(2R,5R)-2-(1-(4-bromophenyl)-3-(4-fluorophenyl)-1H-pyrazol-4-yl)-5-methyl-3-(2-(2-oxoindolin-5-yl)ethyl)oxazolidin-4-one di(2-ethylhexyl)malonate C(C)C(CC(C(=O)O)(C(=O)O)CC(CCCC)CC)CCCC.BrC1=CC=C(C=C1)N1N=C(C(=C1)[C@H]1O[C@@H](C(N1CCC=1C=C2CC(NC2=CC1)=O)=O)C)C1=CC=C(C=C1)F